acryloxy-propyl-methyldiethoxysilane C(C=C)(=O)OC(C)O[Si](OCC)(C)CCC